O=C1NC(=NO1)C1(CC1)N1C(=CC2=CC(=CC=C12)C1CCOCC1)C(=O)O 1-(1-(5-oxo-4,5-dihydro-1,2,4-oxadiazol-3-yl)cyclopropyl)-5-(tetrahydro-2H-pyran-4-yl)-1H-indole-2-carboxylic acid